1,1,1-tribromo-4-isopropoxy-but-3-ene-2-one BrC(C(C=COC(C)C)=O)(Br)Br